C(C)(C)(C)NS(=O)(=O)C1=C(C=CC(=C1)COCC(C)C)C1=CN=C(S1)[C@@H]1CC[C@H](CC1)NC(OC1COC1)=O oxetan-3-yl (trans-4-(5-(2-(N-(tert-butyl)sulfamoyl)-4-(isobutoxymethyl)phenyl)thiazol-2-yl)cyclohexyl)carbamate